ClC1=CC=C(CNC(CSC=2NC=C(N2)C(=O)OCC)=O)C=C1 ethyl 2-((2-((4-chlorobenzyl) amino)-2-oxoethyl) thio)-1H-imidazole-4-carboxylate